CN(C1=NOC=C1)C 3-dimethylaminoisoxazol